CN1N=NC(=C1)CC#N (1-methyl-1H-1,2,3-triazol-4-yl)acetonitrile